(S)-1-(4-fluorobenzyl)-N-(5-methyl-4-oxo-7-(2-oxa-7-azaspiro[3.5]non-7-yl)-2,3,4,5-tetrahydrobenzo[b][1,4]oxazepin-3-yl)-1H-1,2,4-triazole-3-carboxamide FC1=CC=C(CN2N=C(N=C2)C(=O)N[C@@H]2C(N(C3=C(OC2)C=CC(=C3)N3CCC2(COC2)CC3)C)=O)C=C1